FC1=CC(=C2C=NN(C2=C1)S(=O)(=O)C)C1=C(C=2C3=C(C(NC2C=C1)(C)C)N=NN3C)C 8-(6-fluoro-1-methylsulfonylindazol-4-yl)-1,4,4,9-tetramethyl-5H-triazolo[4,5-c]quinoline